di(sec-butyl)phosphine oxide C(C)(CC)P(C(C)CC)=O